OC1=C(C(=CC(=C1)C)OC)C(\C=C\C1=CC=C(C=C1)OCC=C)=O (E)-1-(2-Hydroxy-6-methoxy-4-methylphenyl)-3-(4-prop-2-enoxyphenyl)prop-2-en-1-one